C(C)(C)(C)OC(NCCSCCN)=O 2-(2-aminoethyl-thio)ethyl-carbamic acid tert-butyl ester